ClC1=C(C=CC=C1)S(=O)(=O)N1CC(N(CC1)C1=NN=C(S1)C1=CC(=C(C(=O)N(C)C)C=C1)F)C 4-(5-(4-(2-chlorophenylsulfonyl)-2-methylpiperazin-1-yl)-1,3,4-thiadiazol-2-yl)-2-fluoro-N,N-dimethylbenzamide